ClC=1C=C(C=CC1Cl)C1=CN=C(N1)[C@H](C(C)C)NC(OC(C)(C)C)=O tert-butyl (S)-(1-(5-(3,4-dichlorophenyl)-1H-imidazol-2-yl)-2-methylpropyl)carbamate